C(C)(=O)OC(C(=C)C)=O 2-methyl-2-propenoyl acetate